ClC=1C(=NC(=NC1)NC1=C(C=C(C(=C1)C)C1CCC(CC1)N(C)C)OC1CC1)NC=1C(=NN(C1)C)S(=O)(=O)CC(C)C 5-chloro-N2-(2-cyclopropoxy-4-(4-(dimethylamino)cyclohexyl)-5-methylphenyl)-N4-(3-(isobutyl-sulfonyl)-1-methyl-1H-pyrazol-4-yl)pyrimidin-2,4-diamine